C(C)S(=O)(=O)NC=1C(=C(C=CC1)CC1=CC(=C(N(C1=O)C)NC1=C(C=C(C=C1)I)F)C(=O)O)F 5-[[3-(ethylsulfonylamino)-2-fluorophenyl]methyl]-2-(2-fluoro-4-iodoanilino)-1-methyl-6-oxopyridine-3-carboxylic acid